(R)-6-(1-aminoethyl)pyridin-2-amine N[C@H](C)C1=CC=CC(=N1)N